triazine-2,4,6-triamine N1N(N=C(C=C1N)N)N